ClC1=NC(=CN=C1)OC1CC1 2-chloro-6-cyclopropoxypyrazine